CSC1=CC=C(C=C1)B(O)O 4-methylmercaptophenylboronic acid